NC1=NC=2C=C(C(=CC2C2=C1COC2)C(=O)N([C@@H]2COCC1=NC(=CC=C12)C(F)(F)F)C)C(F)(F)F 4-amino-N-methyl-7-(trifluoro-methyl)-N-((5S)-2-(trifluoro-methyl)-5,8-dihydro-6H-pyrano[3,4-b]pyridin-5-yl)-1,3-dihydrofuro[3,4-c]quinoline-8-carboxamide